(3R)-3-Methyl-4-(5-nitro-2-pyridyl)morpholine C[C@H]1N(CCOC1)C1=NC=C(C=C1)[N+](=O)[O-]